O1C(CCCC1)OC1=CC=C(CCN2N=CC3=CC=CC=C23)C=C1 1-(4-((Tetrahydro-2H-pyran-2-yl)oxy)phenethyl)-1H-indazole